ethoxysilyl-3-aminopropyl-trimethoxysilane C(C)O[SiH2]CO[Si](OC)(OC)CCCN